[CH2]C1CCNCC1 4-(λ3-methyl)piperidine